1-(4-{2-[1-(2-Ethoxy-ethyl)-3-methyl-1H-pyrazol-4-ylamino]-thiazol-4-yl}-3-fluoro-phenyl)-imidazolidin-2-one C(C)OCCN1N=C(C(=C1)NC=1SC=C(N1)C1=C(C=C(C=C1)N1C(NCC1)=O)F)C